OC[C@@](C)(O)C=1SC(=CN1)S(=O)(=O)N |r| (R) and (S)-2-(1,2-dihydroxypropan-2-yl)thiazole-5-sulfonamide